1-(3-((2-((2-cyclopropyl-4-(3-((dimethylamino)methyl)azetidin-1-yl)phenyl)amino)-5-(trifluoromethyl)pyrimidin-4-yl)amino)propyl)piperidin-2-one C1(CC1)C1=C(C=CC(=C1)N1CC(C1)CN(C)C)NC1=NC=C(C(=N1)NCCCN1C(CCCC1)=O)C(F)(F)F